C(C)OC(C=CC1=CC=C(C=C1)Cl)=O 3-(4-chlorophenyl)acrylic acid ethyl ester